COC1=C(C=CC=C1C1=NN(C=N1)C)NC1=CNN(C=C1)C 4-((2-methoxy-3-(1-methyl-1H-1,2,4-triazol-3-yl)phenyl)amino)-N-methylpyridazine